(4-(4-hydroxy-3-isopropylbenzyl)-3,5-dimethylphenoxy)-N-(2-hydroxyethyl)acetamide OC1=C(C=C(CC2=C(C=C(OCC(=O)NCCO)C=C2C)C)C=C1)C(C)C